4-(3-Methoxy-4-{[3-(trifluoromethyl)phenyl]methoxy}phenyl)-2H,4H,5H,6H,7H-pyrazolo[3,4-b]pyridin-6-one COC=1C=C(C=CC1OCC1=CC(=CC=C1)C(F)(F)F)C1C=2C(NC(C1)=O)=NNC2